FC1=C(N)C=CC(=C1CCC=1C=C2C(=NC1)C=NN2C(C)C)F 2,4-difluoro-3-(2-[1-isopropylpyrazolo[4,3-b]pyridin-6-yl]ethyl)aniline